FC(C(C1=CC=C(C=C1)F)N1N=C(C(=C1)C1=CN=CC(=N1)C1=CC=C(C=2N1N=C(N2)N2C(=CC=C2C)C)F)F)(C)F (6-(1-(2,2-difluoro-1-(4-fluorophenyl)propyl)-3-fluoro-1H-pyrazol-4-yl)pyrazin-2-yl)-2-(2,5-dimethyl-1H-pyrrol-1-yl)-8-fluoro-[1,2,4]triazolo[1,5-a]pyridine